6-O-isopropoxycarbonyl-(β-D-glucopyranosyloxy)-4-[(4-isopropoxyphenyl)-methyl]-1-isopropyl-5-methylpyrazole C(C)(C)OC(=O)OC[C@@H]1[C@H]([C@@H]([C@H]([C@@H](O1)OC1=NN(C(=C1CC1=CC=C(C=C1)OC(C)C)C)C(C)C)O)O)O